C(C#CCC)(=O)N[C@@H](CCCCN)C(=O)O N-pentynoyl-L-lysine